2-[3-(6-bromo-2-pyridyl)imidazo[1,2-a]pyrazin-6-yl]-1,1,1-trifluoro-propan-2-ol BrC1=CC=CC(=N1)C1=CN=C2N1C=C(N=C2)C(C(F)(F)F)(C)O